ClC=1C(=C(C=C(C1)NC(CCC=1C=C2C(N(CC2=CC1)C1C(NC(CC1)=O)=O)=O)=O)CN1CCN(CC1)C)C N-{5-chloro-4-methyl-3-[(4-methylpiperazin-1-yl)methyl]phenyl}-3-[2-(2,6-dioxo-hexahydropyridin-3-yl)-3-oxo-2,3-dihydro-1H-isoindol-5-yl]propanamide